1-(7-(8-Ethyl-7-fluoro-3-hydroxynaphthalen-1-yl)-8-fluoro-2-(((2R,7aS)-2-fluorotetrahydro-1H-pyrrolizin-7a(5H)-yl)methoxy)pyrido[4,3-d]pyrimidin-4-yl)-5,5-difluoroazepan-4-one C(C)C=1C(=CC=C2C=C(C=C(C12)C1=C(C=2N=C(N=C(C2C=N1)N1CCC(C(CC1)(F)F)=O)OC[C@]12CCCN2C[C@@H](C1)F)F)O)F